methyl-2-(4-bromo-1H-pyrazol-1-yl)-2-methylpropanenitrile CCC(C#N)(C)N1N=CC(=C1)Br